NC1=NC=CC=C1C1=NC=2C(=NC(=CC2)C2=CC=CC=C2)N1C1=CC=C(CN2CCN(CC2)C2=CC(=CN=N2)C#N)C=C1 6-(4-(4-(2-(2-aminopyridin-3-yl)-5-phenyl-3H-imidazo[4,5-b]pyridin-3-yl)benzyl)piperazin-1-yl)pyridazine-4-carbonitrile